CN(C)CCN 2-(N,N-dimethylamino)ethylamine